ClC=1C=C2C=C3N(C2=CC1)C1=C(N=C2C3CC(N2C)=O)C=CC=C1 2-Chloro-11-methyl-13,13a-dihydrobenzo[2,3]pyrrolo[2',3':5,6][1,4]diazepino[1,7-a]indol-12(11H)-one